C1=C(C=CC2=CC=CC=C12)N=CCCC1=CC=CC(=N1)C(CCC)=O 6-(2-Naphthylimino)propyl-2-butyrylpyridin